sodium (6aS)-8-(methoxymethyl)-6a,7,8,9-tetrahydro-6H-pyrido[3,2-b]pyrrolo[1,2-d][1,4]oxazine-4-thiolate COCC1C[C@@H]2N(C3=C(OC2)C(=CC=N3)[S-])C1.[Na+]